4-((2-(2,6-dioxopiperidin-3-yl)-1-oxoisoindolin-5-yl)oxy)benzoic acid O=C1NC(CCC1N1C(C2=CC=C(C=C2C1)OC1=CC=C(C(=O)O)C=C1)=O)=O